2-([1,1'-biphenyl]-4-yl)-3-fluoro-4-phenylbenzofuro[3,2-b]pyridine C1(=CC=C(C=C1)C1=C(C(=C2C(=N1)C1=C(O2)C=CC=C1)C1=CC=CC=C1)F)C1=CC=CC=C1